[N+](=O)([O-])C1=CC=C(C(=O)O[C@@H]2COC[C@@H]2N2N=CC(=C2)Br)C=C1 |r| rac-cis-4-(4-bromo-1H-pyrazol-1-yl)tetrahydrofuran-3-yl 4-nitrobenzoate